P(=O)(O)(O)[O-].[NH4+] mono-ammonium di-hydrogen phosphate